N-[4-fluoro-5-(6-fluoropyridin-3-yl)-2-[rac-(3R,5S)-3,4,5-trimethylpiperazin-1-yl]phenyl]-6-oxo-4-(trifluoromethyl)-1H-pyridine-3-carboxamide FC1=CC(=C(C=C1C=1C=NC(=CC1)F)NC(=O)C1=CNC(C=C1C(F)(F)F)=O)N1C[C@H](N([C@H](C1)C)C)C |r|